COC([C@H](CNC(=O)OC(C)(C)C)OC)=O (2S)-3-(tert-Butoxycarbonylamino)-2-methoxy-propionic acid methyl ester